FC=1C=CC2=C(NC(=NS2(=O)=O)NCC2=C(C=CC=C2)OC)C1C(C)C1=C(C=CC=C1)F 6-fluoro-5-(1-(2-fluorophenyl)ethyl)-3-((2-methoxybenzyl)amino)-4H-benzo[e][1,2,4]thiadiazine 1,1-dioxide